2-(3,3-dimethylbutylamino)-4-[3-[2-(5,6,7,8-tetrahydro-1,8-naphthyridin-2-yl)ethyl]cyclobutoxy]butanoic acid CC(CCNC(C(=O)O)CCOC1CC(C1)CCC1=NC=2NCCCC2C=C1)(C)C